4-(4-(4-Acrylpiperazin-1-yl)phenyl)-6-(2-oxa-6-azaspiro[3.3]heptan-6-yl)pyrazolo[1,5-a]pyridine-3-carbonitrile C(=O)(C=C)N1CCN(CC1)C1=CC=C(C=C1)C=1C=2N(C=C(C1)N1CC3(COC3)C1)N=CC2C#N